(R)-N-(2-(difluoromethoxy)-4-((S)-3-methylpiperazin-1-yl)phenyl)-9-methyl-6-oxo-6,7,8,9-tetrahydropyrido[3',2':4,5]pyrrolo[1,2-a]pyrazine-2-carboxamide FC(OC1=C(C=CC(=C1)N1C[C@@H](NCC1)C)NC(=O)C=1C=CC=2C=C3N([C@@H](CNC3=O)C)C2N1)F